2-((1-(2-(4-(3-fluorobicyclo[1.1.1]pentane-1-carbonyl)piperazin-1-yl)-3,6-dimethyl-4-oxo-3,4-dihydroquinazolin-8-yl)ethyl)amino)benzoic acid FC12CC(C1)(C2)C(=O)N2CCN(CC2)C2=NC1=C(C=C(C=C1C(N2C)=O)C)C(C)NC2=C(C(=O)O)C=CC=C2